ClC1=C(OC=2N=NC(=CC2C#N)C2=CC=CC=C2)C=CC=C1 3-(2-chlorophenoxy)-6-phenylpyridazine-4-carbonitrile